2-ethyl-9,10-dipentyloxyanthracene C(C)C1=CC2=C(C3=CC=CC=C3C(=C2C=C1)OCCCCC)OCCCCC